1-azido-4-vinylbenzene N(=[N+]=[N-])C1=CC=C(C=C1)C=C